ClC1=CC=C(C(=O)NC(C)C2=NC=3CCCN(C3C=C2)C(C2=NC=CC(=C2)CC)=O)C=C1 4-Chloro-N-(1-(5-(4-ethylpicolinoyl)-5,6,7,8-tetrahydro-1,5-naphthyridin-2-yl)ethyl)benzamid